C(C)(C)(C)OC(=O)N1[C@@H](CC[C@@H]1C1=CC=C(C=C1)OCC1=C(C=CC=C1)F)C(N)=O (2S,5R)-2-carbamoyl-5-(4-((2-fluorobenzyl)oxy)phenyl)pyrrolidine-1-carboxylic acid tert-butyl ester